2-(3,4,5-trimethoxybenzylidene)-4-hydroxy-2,3-dihydro-1H-indene COC=1C=C(C=C2CC3=CC=CC(=C3C2)O)C=C(C1OC)OC